Cl.C[C@H]1N(CCNC1)CC=1N=NC=CC1 (R)-3-((2-methyl-piperazin-1-yl)methyl)pyridazine hydrochloride